(6R)-N-(2-(Diethylamino)-4-((4-(trifluoromethyl)benzyl)amino)phenyl)-6,7-difluoroheptanamid C(C)N(C1=C(C=CC(=C1)NCC1=CC=C(C=C1)C(F)(F)F)NC(CCCC[C@H](CF)F)=O)CC